C1=CC=CC=2C3=CC=CC=C3C(C12)COC(NCC(NCSCCC1=C(C=C(C=C1)[N+](=O)[O-])Cl)=O)=O.[Si](C)(C)(C(C)(C)C)O[C@@H](CC(C=C)=O)C (R)-5-((tert-butyldimethylsilyl)oxy)hex-1-en-3-one 9H-fluoren-9-ylmethyl-N-[[([[2-(2-chloro-4-nitrophenyl)ethyl]sulfanyl]methyl)carbamoyl]methyl]carbamate